ClC1=CC=2N(C=C1)C(=CN2)S(=O)(=O)NC=2C(=NC(=C(C2)F)OCC(F)F)OC 7-chloro-N-[6-(2,2-difluoroethoxy)-5-fluoro-2-methoxy-3-pyridyl]imidazo[1,2-a]pyridine-3-sulfonamide